3,7-di(1-methyl-1-phenylethyl)-phenothiazine CC(C)(C1=CC=CC=C1)C=1C=CC=2NC3=CC=C(C=C3SC2C1)C(C)(C)C1=CC=CC=C1